(4R)-4-[3-(2,4-dioxohexahydropyrimidin-1-yl)-1-methyl-indazol-6-yl]-3,3-difluoro-piperidine-1-carboxylic acid tert-butyl ester C(C)(C)(C)OC(=O)N1CC([C@H](CC1)C1=CC=C2C(=NN(C2=C1)C)N1C(NC(CC1)=O)=O)(F)F